C1(=CC=CC=C1)OC E-anisole